2-[methyl(piperidin-4-yl)amino][1,3]thiazolo[4,5-c]pyridin CN(C=1SC2=C(C=NC=C2)N1)C1CCNCC1